C(N)(=O)C1=C(C=C(C=C1)C1=CC=C2C(=N1)SC(=N2)NC(C2=CN=C(C=C2C2=C(C=CC(=C2)C#N)OC)C)=O)C N-(5-(4-carbamoyl-3-methylphenyl)thiazolo[5,4-b]pyridin-2-yl)-4-(5-cyano-2-methoxyphenyl)-6-methylnicotinamide